C(C)(C)(C)OC(=O)N(C(OC(C)(C)C)=O)C1=NC=CC=C1C#CC1=NC=CC2=CN=C(C=C12)NC1=CC=C(C=C1)S(N)(=O)=O tert-butyl (tert-butoxycarbonyl)(3-((7-((4-sulfamoylphenyl)amino)-2,6-naphthyridin-1-yl)ethynyl)pyridin-2-yl)carbamate